OC1(CCC(CC1)N1N=C2C=NC(=CC2=C1)NC(=O)C1=NC(=CC=C1)C(F)(F)F)CO N-[2-[4-hydroxy-4-(hydroxymethyl)cyclohexyl]pyrazolo[3,4-c]pyridin-5-yl]-6-(trifluoromethyl)pyridine-2-carboxamide